8-chloro-6-(((1-cyclopropyl-1H-1,2,3-triazol-4-yl)(5-fluoro-2-methylpyridin-3-yl)methyl-d)amino)-4-(((R)-1-phenylpropyl)amino)quinoline-3-carbonitrile ClC=1C=C(C=C2C(=C(C=NC12)C#N)N[C@H](CC)C1=CC=CC=C1)NC([2H])(C=1C(=NC=C(C1)F)C)C=1N=NN(C1)C1CC1